carboxybenzoyl-sulfonamide C(=O)(O)NS(=O)(=O)C(C1=CC=CC=C1)=O